5-(Azetidin-1-ylmethyl)-N-((4-fluoro-2,6-diisopropylphenyl)carbamoyl)-1-methyl-1H-pyrazole-3-sulfonamide, sodium salt [Na].N1(CCC1)CC1=CC(=NN1C)S(=O)(=O)NC(NC1=C(C=C(C=C1C(C)C)F)C(C)C)=O